5-(thiophen-2-yl)nicotinate S1C(=CC=C1)C=1C=NC=C(C(=O)[O-])C1